Cl.N1C[C@H](CC1)C(=O)OCC Ethyl (S)-pyrrolidine-3-carboxylate hydrochloride